2-(1,1-difluoroethyl)-4-fluorobenzaldehyde FC(C)(F)C1=C(C=O)C=CC(=C1)F